6'-((5S)-1-(4-amino-1,3-dihydrofuro[3,4-c][1,7]naphthyridine-8-yl)-5-methylpiperidin-2-yl)-1'-methyl-1',4'-dihydro-2'H-spiro[cyclopropane-1,3'-quinoline]-2'-one NC1=NC=2C=NC(=CC2C2=C1COC2)N2C(CC[C@@H](C2)C)C=2C=C1CC3(C(N(C1=CC2)C)=O)CC3